N=1CC(C=C2C=NC=CC12)=O [1,6]naphthyridin-3(2H)-one